C(CCCC(=O)OC1=C2C(=CNC2=CC=C1)C[C@@H]1N(CCC1)C)(=O)OC1=C2C(=CNC2=CC=C1)C[C@@H]1N(CCC1)C bis(3-(((R)-1-methylpyrrolidin-2-yl) methyl)-1H-indol-4-yl) glutarate